BrC1=C(C=NC=C1)NC=1C(=NC=C(C(=O)NC2=CC=C(C=C2)OC(F)(F)Cl)C1)N1C[C@@H](CC1)O (R)-5-((4-bromopyridin-3-yl)amino)-N-(4-(chlorodifluoromethoxy)phenyl)-6-(3-Hydroxypyrrolidin-1-yl)nicotinamide